((4aR,6aS,7S)-4a,6a-dimethyl-2-oxo-2,4a,4b,5,6,6a,7,8,9,9a,9b,10,11,11a-tetradecahydro-1H-indeno[5,4-f]quinolin-7-yl)methyl 2,4-dimethylbenzoate CC1=C(C(=O)OC[C@H]2CCC3[C@@]2(CCC2[C@]4(C=CC(NC4CCC23)=O)C)C)C=CC(=C1)C